CC=1C=C(C=CC1OC=1C=NC(=CC1)C)NC=1C2=C(N=CN1)C=CC(=N2)N2CCN(CC2)C(C=C)=O 1-(4-(4-(3-methyl-4-(6-methylpyridin-3-yloxy)phenylamino)pyrido[3,2-d]pyrimidin-6-yl)piperazin-1-yl)prop-2-en-1-one